N-(3-(((5-cyclopropyl-3-isopropylpyrazolo[1,5-a]pyrimidin-7-yl)amino)methyl)phenyl)-3-methylbut-2-enamide C1(CC1)C1=NC=2N(C(=C1)NCC=1C=C(C=CC1)NC(C=C(C)C)=O)N=CC2C(C)C